4-amino-N-hydroxy-1,2,5-oxadiazole-3-carboimidoyl chloride NC=1C(=NON1)C(=NO)Cl